C(C)(C)OC1=CC=2N(C=C1C(=O)NC=1C(N(C=CC1)[C@@H]1[C@H](C1)C)=O)C=C(N2)[C@@]21CO[C@@](CC2)(C1)C 7-isopropoxy-2-((1S,4R)-1-methyl-2-oxabicyclo[2.2.1]heptan-4-yl)-N-(1-((1S,2S)-2-methylcyclopropyl)-2-oxo-1,2-dihydropyridin-3-yl)imidazo[1,2-a]pyridine-6-carboxamide